C(C)(=O)ON=C(C(=O)C1=CC=C(C=C1)N1C2=CC=CC=C2C=2C=C(C=CC12)[N+](=O)[O-])CC 2-(acetoxyimino)-1-(4-(3-nitro-9H-carbazol-9-yl)phenyl)butan-1-one